BrC=1C(=C2COC(C2=CC1)=O)OCC=1CCN(CC1)C(=O)OC(C)(C)C tert-butyl 4-(((5-bromo-1-oxo-1,3-dihydroisobenzofuran-4-yl) oxy) methyl)-3,6-dihydropyridine-1(2H)-carboxylate